FC=1C=C(CNC(=O)C2=CC=C(S2)C2=C(C(=NC3=C2C(N2CCC[C@@H]32)=O)CCC3=CC=C(C=C3)F)C(=O)OCC)C=CC1F ethyl (S)-4-(5-((3,4-difluorobenzyl)carbamoyl)thiophen-2-yl)-2-(4-fluorophenethyl)-5-oxo-7,8,9,9a-tetrahydro-5H-pyrido[2,3-a]pyrrolizine-3-carboxylate